C(C)(C)(C)OC(=O)N1[C@@H]([C@@H]([C@H](C1)OC(=O)OC(C)(C)C)OC(=O)NCCN1CCN(CC1)C(=O)OC(C)(C)C)CC1=CC=C(C=C1)OC tert-butyl 4-{2-[({[(2R,3S,4S)-1-(tert-butoxycarbonyl)-4-[(tert-butoxycarbonyl)oxy]-2-[(4-methoxyphenyl)methyl]pyrrolidin-3-yl]oxy}carbonyl)amino]ethyl}piperazine-1-carboxylate